FC=1C(=C(C=CC1F)[C@H]1[C@@H](O[C@]([C@H]1C)(C(F)(F)F)C)C(=O)NC=1C=C(C(=CC1)C(=O)N)C(=O)O)OC |o1:8,9,11,12| rel-(2R,3S,4S,5R)-4-({[3-(3,4-difluoro-2-methoxyphenyl)-4,5-dimethyl-5-(trifluoromethyl)tetrahydrofuran-2-yl]carbonyl}amino)benzene-1,2-dicarboxylic acid amide